C(C)N(C(=O)N1CCC=2C3=C(C4=C(CC13)C=CC=C4)C(=C(C2)OC)OC)CC N,N-diethyl-1,2-dimethoxy-4,5,6a,7-tetrahydro-6H-dibenzo[de,g]quinoline-6-formamide